N-(5-(difluoromethoxy)-1H-pyrazol-3-yl)-6-(((2R,4S)-2-isopropylpiperidin-4-yl)oxy)pyrazin-2-amine FC(OC1=CC(=NN1)NC1=NC(=CN=C1)O[C@@H]1C[C@@H](NCC1)C(C)C)F